C1(CC1)C=1N=NN(C1CO[C@H]1[C@@H]2CN([C@H](C1)C2)C=2SC1=C(N2)C(=CC(=C1)C(=O)O)OC(CC)=O)C1=C(C=CC=C1Cl)Cl 2-[(1S,4S,5R)-5-{[4-cyclopropyl-1-(2,6-dichlorophenyl)-1H-1,2,3-triazol-5-yl]methoxy}-2-azabicyclo[2.2.1]heptan-2-yl]-4-[(3R)-oxopropan-3-yloxy]-1,3-benzothiazole-6-carboxylic acid